1,2,3-cyclohexanetricarboxylic acid C1(C(C(CCC1)C(=O)O)C(=O)O)C(=O)O